C(C1=CC=CC=C1)N(C(O)=O)CC=1C=CC2=C(CNS(O2)(=O)=O)C1.ClC1=CC=C(S1)B(O)O 5-chlorothiopheneboronic acid benzyl[(2,2-dioxo-3,4-dihydro-2H-1,2λ6,3-benzoxathiazin-6-yl)methyl]carbamate